ClC=1C=C2C(=C(C=NC2=CC1)S(=O)(=O)N1CCOCC1)NC1=C(C(=O)O)C=C(C=C1)C(C(F)(F)F)=O 2-[(6-chloro-3-morpholinosulfonyl-4-quinolyl)amino]-5-(2,2,2-trifluoroacetyl)benzoic acid